NC1=C(C=C(C=N1)NC(C(=O)N1[C@@H](CC[C@H](C1)C)C=1C=NC(=CC1)N1CCN(CC1)C)=O)C N-(6-amino-5-methyl-3-pyridyl)-2-[(2S,5R)-5-methyl-2-[6-(4-methylpiperazin-1-yl)-3-pyridyl]-1-piperidyl]-2-oxo-acetamide